tert-butyl 1-(3-(2-carbamoyl-6-(trifluoromethoxy)-1H-indol-1-yl)benzyl)cyclopropane-1-carboxylate C(N)(=O)C=1N(C2=CC(=CC=C2C1)OC(F)(F)F)C=1C=C(CC2(CC2)C(=O)OC(C)(C)C)C=CC1